ClC1=C(C#N)C=CC(=N1)CC(C)C 2-chloro-6-isobutyl-nicotinonitrile